N[C@@H]1[C@@H](OCC12CCN(CC2)C2=NC(=C(C=C2CO)C2=C(C(=CC=C2)Cl)Cl)C)C 2-[(3S,4S)-4-amino-3-methyl-2-oxa-8-azaspiro[4.5]dec-8-yl]-5-(2,3-dichlorophenyl)-6-methyl-3-pyridinemethanol